CC1CC=CCC1 2-methyl-1,2,3,4-tetrahydrobenzol